N-ethyl-L-leucine C(C)N[C@@H](CC(C)C)C(=O)O